1-[5-chloro-2-(1,4-diazepan-1-yl)pyrimidin-4-yl]-N-(2-{imidazo[1,2-a]pyridin-3-yl}propan-2-yl)azetidine-3-carboxamide ClC=1C(=NC(=NC1)N1CCNCCC1)N1CC(C1)C(=O)NC(C)(C)C1=CN=C2N1C=CC=C2